6-chloro-1-(2-(difluoromethoxy)-5-((3-methoxyphenyl)thio)phenyl)-3-methyl-1H-pyrazolo[4,3-c]Pyridine ClC1=CC2=C(C=N1)C(=NN2C2=C(C=CC(=C2)SC2=CC(=CC=C2)OC)OC(F)F)C